5-(2-(piperidin-1-yl)ethyl)-1,3,4-thiadiazol-2-amine N1(CCCCC1)CCC1=NN=C(S1)N